C(C)(C)(C)NS(=O)(=O)C1=C(C(=O)O)C=C(C(=C1)OC1=CC=CC=C1)NCCCC (N-(tert-butyl)sulfamoyl)-5-(butylamino)-4-phenoxybenzoic acid